ClCC(=O)NCCCNC1=NC2=CC(=C(C=C2C(=N1)NC1CCC(CC1)N1CCCCC1)OC)OC 2-chloro-N-(3-((6,7-dimethoxy-4-(((1r,4r)-4-(piperidin-1-yl)cyclohexyl)amino)quinazolin-2-yl)amino)propyl)acetamide